1-bromo-5-tert-butyl-2-chloro-3-methoxybenzene BrC1=C(C(=CC(=C1)C(C)(C)C)OC)Cl